methyl (1R,2R,5S)-4-oxo-3,8-diazabicyclo[3.2.1]octane-2-carboxylate O=C1N[C@H]([C@H]2CC[C@@H]1N2)C(=O)OC